2-[(3-bromo-4-fluoro-phenoxy)methyl]-3-methyl-pyridine BrC=1C=C(OCC2=NC=CC=C2C)C=CC1F